NC1=CC(=NN1CCC(=O)OCC)C1=C(C=CC=C1C)OC ethyl 3-(5-amino-3-(2-methoxy-6-methylphenyl)-1H-pyrazol-1-yl)propanoate